CC1=NN=C(C(=O)N1)C2=CC=CC=C2 The molecule is a member of the class of 1,2,4-triazines that is metamitron in which the amino group has been replaced by a hydrogen atom. It is a metabolite of metamitron. It has a role as a marine xenobiotic metabolite. It derives from a metamitron.